ClC=1SC(=CN1)CN1[C@H](CN2C1=C(C=CC2=O)[N+](=O)[O-])C (S)-1-((2-chlorothiazol-5-yl)methyl)-2-methyl-8-nitro-2,3-dihydro-imidazo[1,2-a]pyridin-5(1H)-one